N[C@@H]1CN(CC1)C(=O)C=1SC(=CC1C)C1=CC(=C(C=C1)C1CCOCC1)C (S)-(3-aminopyrrolidin-1-yl)(3-methyl-5-(3-methyl-4-(tetrahydro-2H-pyran-4-yl)phenyl)thiophen-2-yl)methanone